3-(6-((6-methoxy-2-methyl-1,2,3,4-tetrahydroisoquinolin-7-yl)amino)-3-methyl-1H-pyrazolo[3,4-d]pyrimidin-1-yl)cyclopentan-1-ol COC=1C=C2CCN(CC2=CC1NC1=NC=C2C(=N1)N(N=C2C)C2CC(CC2)O)C